4-(4-(1H-indazol-4-yl)-6-(5-(piperidin-1-ylmethyl)thiophen-2-yl)-1,3,5-trioxazin-2-yl)morpholine N1N=CC2=C(C=CC=C12)C1ON(OC(O1)C=1SC(=CC1)CN1CCCCC1)N1CCOCC1